(2-(2-chlorophenyl)-N-(2,2-difluoroethyl)-4-sulfamoyl-2H-indazol-6-yl)acetamide ClC1=C(C=CC=C1)N1N(C2=CC(=CC(=C2C1)S(N)(=O)=O)CC(=O)N)CC(F)F